BrC1=CC=C(C=C1)C1CC12CCN(CC2)C(=O)OC(C)(C)C tert-Butyl 1-(4-bromophenyl)-6-azaspiro[2.5]octane-6-carboxylate